C(C(C)(C)C)(=O)OC1=C2N(N=CC1=O)[C@H]([C@@H]1N(C2=O)CCC1)[C@H](C1=CC(=CC=C1)F)C1=C(C(=CC=C1)F)F (9aR,10S)-10-((R)-(2,3-difluorophenyl)(3-fluorophenyl)methyl)-3,5-dioxo-3,5,8,9,9a,10-hexahydro-7H-pyrrolo[1',2':4,5]pyrazino[1,2-b]pyridazin-4-yl pivalate